ClC=1C(=CC(=NC1)N1CC(C1)[C@@H]1CN(CCC1)C1CC(C1)(C(=O)O)C)O[C@H](C)C1=C(C=C(C=C1)Cl)Cl (1r,3s)-3-[(3R)-3-(1-{5-chloro-4-[(1R)-1-(2,4-dichlorophenyl)ethoxy]pyridin-2-yl}azetidin-3-yl)piperidin-1-yl]-1-methylcyclobutane-1-carboxylic acid